(R)-1-methyl-N-(5-(6-methylpyrimidin-4-yl)-2,3-dihydro-1H-inden-1-yl)-1H-pyrazole-5-carboxamide CN1N=CC=C1C(=O)N[C@@H]1CCC2=CC(=CC=C12)C1=NC=NC(=C1)C